CC(CCC=C)[Si](OC)(C)C 1-methyl-4-pentenyldimethylmethoxysilane